C(C)OC(COC1=NOC(=C1)C(C(=O)OCC)C(C)C)OCC Ethyl 2-(3-(2,2-diethoxyethoxy)isoxazol-5-yl)-3-methylbutanoate